FC=1C=C(C#N)C=CC1OCCOC=1C=NC=C(C1)C1=CC=NN1C 3-fluoro-4-(2-((5-(1-methyl-1H-pyrazol-5-yl)pyridin-3-yl)oxy)ethoxy)benzonitrile